C(C)(C)(C)OC(=O)N1[C@H](CN(CC1)C1=NC(=NC(=C1[N+](=O)[O-])C[C@@]1(CCCC2=CC=CC=C12)C(=O)OC)Cl)CC#N (S)-4-(2-chloro-6-(((R)-1-(methoxycarbonyl)-1,2,3,4-tetrahydronaphthalen-1-yl)methyl)-5-nitropyrimidin-4-yl)-2-(cyanomethyl)piperazine-1-carboxylic acid tert-butyl ester